1,3,5-benzenetrishydrazide C1(=CC(=CC(=C1)C(=O)NN)C(=O)NN)C(=O)NN